tert-butyl (N-(4-(7H-pyrrolo[2,3-d]pyrimidin-4-yl)benzyl)sulfamoyl)carbamate N1=CN=C(C2=C1NC=C2)C2=CC=C(CNS(=O)(=O)NC(OC(C)(C)C)=O)C=C2